OC1=CC=C(C=C1)C1=CC(=C2C=CC3=C(C=C(C4=CC=C1C2=C34)C3=CC=C(C=C3)O)C3=CC=C(C=C3)O)C3=CC=C(C=C3)O 1,3,6,8-tetra(p-hydroxyphenyl)pyrene